N-((8-fluoro-1,2,3,5,6,7-hexahydro-s-indacen-4-yl)carbamoyl)-4-hydroxy-4-methyl-5,6,7,8-tetrahydro-4H-cyclohepta[b]furan-2-sulfonamide FC=1C=2CCCC2C(=C2CCCC12)NC(=O)NS(=O)(=O)C1=CC2=C(O1)CCCCC2(C)O